1-(oxetan-2-ylmethyl)-1H-imidazole-5-formaldoxime O1C(CC1)CN1C=NC=C1C=NO